C(C)(C)OC=1C=C(C=CC1OC)C=1C(=NC=CN1)C(=O)O (3-isopropoxy-4-methoxyphenyl)pyrazine-2-carboxylic acid